(4-(3-(1-methyl-1H-indazol-6-yl)-1,4-dihydrothieno[2',3':4,5]cyclopenta[1,2-c]pyrazol-6-yl)phenyl)(pyrrolidin-1-yl)methanone CN1N=CC2=CC=C(C=C12)C=1C2=C(NN1)C1=C(C2)SC(=C1)C1=CC=C(C=C1)C(=O)N1CCCC1